CC1=C(C=CC=C1C(F)(F)F)C(C)NC(=O)C1=CN(C(C=C1)=O)C1CCOCC1 N-(1-(2-methyl-3-(trifluoromethyl)phenyl)ethyl)-6-oxo-1-(tetrahydro-2H-pyran-4-yl)-1,6-dihydropyridine-3-carboxamide